tert-butyl 3-(1-(4-chlorophenyl)cyclopropyl)propanoate ClC1=CC=C(C=C1)C1(CC1)CCC(=O)OC(C)(C)C